C(#N)C=1C=CC(=C2N=CC=NC12)N1C[C@@H]([C@@H](C1)C)NC(C[C@@H]1CN(CC1)C)=O N-[(3R,4R)-1-(8-cyanoquinoxalin-5-yl)-4-methylpyrrolidin-3-yl]-2-[(3R)-1-methylpyrrolidin-3-yl]acetamide